tert-butyl (3-((S)-1-(((S)-tert-butylsulfinyl)amino)ethyl)-4-fluorophenyl)carbamate C(C)(C)(C)[S@](=O)N[C@@H](C)C=1C=C(C=CC1F)NC(OC(C)(C)C)=O